[N+](=O)([O-])C1=CC=C(C=C1)S(=O)(=O)NC(CCCC=C)CCCC=C 4-nitro-N-(1-pent-4-enyl-hex-5-enyl)benzenesulfonamide